(R)-fluoro-propionic acid F[C@@H](C(=O)O)C